C(C1=CC=CC=C1)N1CCN(CC1)C1(CC1)C(=O)O 1-(4-benzylpiperazin-1-yl)cyclopropane-1-carboxylic acid